BrC1=CC(=C2C(=NC=NC2=C1)NC=1C=NC2=CC=CC=C2C1)O[C@@H](CN(C)C)C (R)-7-bromo-5-((1-(dimethylamino)propan-2-yl)oxy)-N-(quinolin-3-yl)quinazolin-4-amine